ethyl-2-methyl-3-vinyl-pyridine C(C)C1=C(C(=NC=C1)C)C=C